ClC1=CC=C(C=C1)CCCCNC(=O)C=1N=C(OC1)C1C(C2CCC1O2)CC2=C(C=CC=C2)C(C(=O)O)C 2-[[3-[4-[[[(4-chloro-phenyl)-butyl]amino]carbonyl]-2-oxazolyl]-7-oxabicyclo[2.2.1]hept-2-yl]methyl]phenylpropionic acid